ClC1=CC(=C(C=C1)C(CC1=C(C(=CC=C1)Cl)Cl)O)F 1-(4-Chloro-2-fluorophenyl)-2-(2,3-dichlorophenyl)ethane-1-ol